C(C)(=O)N[C@@H](CC(N)=O)C(=O)O acetyl-L-asparagine